N1CCC(CC1)C(=O)NCCNC(OC(C)(C)C)=O tert-butyl (2-(piperidine-4-carboxamido)ethyl)carbamate